5-(2-(benzylamino)pyrimidin-5-yl)-1,3,4-oxadiazole-2(3H)-on C(C1=CC=CC=C1)NC1=NC=C(C=N1)C1=NNC(O1)=O